C(=O)(OCC1C2=CC=CC=C2C2=CC=CC=C12)N[C@@H](CC(NC(C1=CC=CC=C1)(C1=CC=CC=C1)C1=CC=CC=C1)=O)C(=O)O N-Fmoc-N'-trityl-asparagine